FC(C(=O)O)(F)F.N1=CC=C(C=2OC[C@H]3N(C21)CCC3)SC=3N=CC(=NC3)N3CCC2([C@@H](C=1N(N=CC1)C2)N)CC3 (S)-1-(5-(((S)-6a,7,8,9-tetrahydro-6H-pyrido[3,2-b]pyrrolo[1,2-d][1,4]oxazin-4-yl)thio)pyrazin-2-yl)-4'H,6'H-spiro[piperidine-4,5'-pyrrolo[1,2-b]pyrazol]-4'-amine (trifluoroacetate)